ClC1=CC2=C(N=C(N=C2NC(C)S(=O)(=O)NC2=NC=CC=N2)N2CCN(CC2)C)C=N1 ((6-chloro-2-(4-methylpiperazin-1-yl)pyrido[3,4-d]pyrimidin-4-yl)amino)-N-(pyrimidin-2-yl)ethane-1-sulfonamide